C(C)(C)(C)C1=CC=C(C=C1)C(C)Cl 1-tert-butyl-4-(1-chloroethyl)benzene